CC(C)O 2-PROPANOL